N-(5-(2-(4-(trifluoromethyl)phenoxy)ethyl)-1H-indol-3-yl)thiazole-5-carboxamide FC(C1=CC=C(OCCC=2C=C3C(=CNC3=CC2)NC(=O)C2=CN=CS2)C=C1)(F)F